5-chloro-N,2-dimethyl-N-(3,4,5-trifluorophenyl)benzene-1,4-diamine ClC=1C(=CC(=C(C1)N(C1=CC(=C(C(=C1)F)F)F)C)C)N